3',4'-dichloro-2-hydroxy-4-isopentenyloxychalcone ClC=1C=C(C(/C=C/C2=C(C=C(C=C2)OCCC(=C)C)O)=O)C=CC1Cl